NC=1C(=C(C=CC1)C1CCN(CC1)C(=O)OC(C)(C)C)Cl tert-Butyl 4-(3-amino-2-chlorophenyl)piperidine-1-carboxylate